C(C)OC(=O)C1=NOC(=C1)C1=NC=C(C(=C1)C)C#N 5-(5-cyano-4-methylpyridin-2-yl)isoxazole-3-carboxylic acid ethyl ester